C1CC12CN(CCC2)[C@H]2CCN(CCC2)C=2SC(=CN2)C(=O)NCC2=NC=C(C=C2F)F |r| rac-2-[4-(5-Azaspiro[2.5]octan-5-yl)azepan-1-yl]-N-[(3,5-difluoropyridin-2-yl)methyl]-1,3-thiazole-5-carboxamide